acryloyloxyethyldimethoxymethylsilane C(C=C)(=O)OCC[SiH2]C(OC)OC